C(C)(=O)OCCCCCCCC\C=C/CCCC (Z)-9-tetradecene-1-yl acetate